FC=1C(=C(C=CC1F)[C@H]1[C@@H](O[C@]([C@H]1C)(C(F)(F)F)C)C=1NC2=CC=CN=C2C(C1)=O)OC 2-((2R,3S,4S,5R)-3-(3,4-Difluoro-2-methoxyphenyl)-4,5-dimethyl-5-(trifluoromethyl)tetrahydrofuran-2-yl)-1,5-naphthyridin-4(1H)-one